(8-Chloro-6-(4-chlorophenoxy)-2,3-dihydro-4H-benzo[b][1,4]oxazin-4-yl)(5-(2-(methylsulfonyl)propan-2-yl)benzo[b]thiophen-2-yl)methanon ClC1=CC(=CC2=C1OCCN2C(=O)C2=CC1=C(S2)C=CC(=C1)C(C)(C)S(=O)(=O)C)OC1=CC=C(C=C1)Cl